[N+](=O)([O-])C(COC(N[N+](=O)[O-])=O)([N+](=O)[O-])[N+](=O)[O-] trinitroethylnitrocarbamate